COC1=NC2=CN=C(C=C2C=C1)COC1CC2(C(N3C(O2)CC[C@H]3C3=NC=CN=C3)=O)C1 (5'S)-3-[(2-methoxy-1,7-naphthyridin-6-yl)methoxy]-5'-(pyrazin-2-yl)tetrahydro-3'H-spiro[cyclobutane-1,2'-pyrrolo[2,1-b][1,3]oxazol]-3'-one